C(C)(C)(C)C1=C(C(=CC(=C1)CC(C)C)C(C)(C)C)O 2,6-ditert-butyl-4-isobutylphenol